5,7-difluoro-3,4-dihydronaphthalene FC1=C2CCC=CC2=CC(=C1)F